ClCC1=CN2C([C@@]([C@H]2OC1)(OC)N)=O (6R,7R)-3-(chloromethyl)-7-amino-7-methoxy-8-oxo-5-oxa-1-azabicyclo[4.2.0]oct-2-ene